ClC1=C2C=3C(=C(C(=C(C3NC2=CC=C1)C(=O)OCC)C(=O)OCC)C(=O)OCC)C(=O)OCC tetraethyl 5-chloro-9H-carbazole-1,2,3,4-tetracarboxylate